NC(CCCC)C(=O)O 5-amino-5-carboxypentane